CC1=C(C(=O)N2CCC(CC2)CCCCNC(NCC2=CC=C(C(=O)N)C=C2)=O)C=CC=C1 4-((3-(4-(1-(2-methylbenzoyl)piperidin-4-yl)butyl)ureido)methyl)benzamide